N-[(2-acetyl-6-chloroisoindolin-4-yl)methylene]-2-methylpropane-2-sulfinamide C(C)(=O)N1CC2=CC(=CC(=C2C1)C=NS(=O)C(C)(C)C)Cl